C(CCC)C1=C(S(=O)(=O)O)C=CC(=C1)C.CC1=CC=C(C=C1)S(=O)(=O)OCCCC butyl p-toluenesulfonate (n-butyl tosylate)